N1N=CC(=C1)C=1C=CC(=NC1)N1CC2(C(C1=O)NC1=CC(=CC=C1)OC)CCN(CC2)C(CC=2N=C(SC2)C)=O 2-(5-(1H-pyrazol-4-yl)pyridin-2-yl)-4-((3-methoxyphenyl)amino)-8-(2-(2-methylthiazol-4-yl)acetyl)-2,8-diazaspiro[4.5]decan-3-one